3,3,6,6-tetramethylazocane CC1(CNCCC(CC1)(C)C)C